((2,4-dimethoxybenzyl)amino)imidazo[1,5-a]quinoxaline-8-carboxylic acid COC1=C(CNC2=NC=C3N2C2=CC(=CC=C2N=C3)C(=O)O)C=CC(=C1)OC